O(CCC(CCl)N(C)C)Cl oxyethylene(dimethylamino)ethylene dichloride